(E)-11-((2-ethylhexyl)oxy)-2-octyl-11-oxoundec-3-en-1-yl ((E)-2-(8-((2-ethylhexyl)oxy)-8-oxooctyl)undec-3-en-1-yl)adipate C(C)C(COC(CCCCCCCC(CC(C(=O)OCC(\C=C\CCCCCCC(=O)OCC(CCCC)CC)CCCCCCCC)CCCC(=O)[O-])\C=C\CCCCCCC)=O)CCCC